C(C1=CC=CC=C1)OCCC1=C(C(=NC(=C1)C)C(=O)NCC(=O)OCC)O ethyl (4-(2-(benzyloxy)ethyl)-3-hydroxy-6-methylpicolinoyl)glycinate